CC=1C(=CN=C2C(CCN(C12)C(=O)OC(C)(C)C)=C)B1OC(C(O1)(C)C)(C)C tert-Butyl 8-methyl-4-methylene-7-(4,4,5,5-tetramethyl-1,3,2-dioxaborolan-2-yl)-3,4-dihydro-1,5-naphthyridine-1(2H)-carboxylate